4-amino-3-methyl-N-(1-methyl-1H-pyrazol-4-yl)-N-((5-(trifluoromethyl)imidazo[1,2-a]pyridin-2-yl)methyl)-1,3-dihydrofuro[3,4-c]quinoline-8-carboxamide NC1=NC=2C=CC(=CC2C2=C1C(OC2)C)C(=O)N(CC=2N=C1N(C(=CC=C1)C(F)(F)F)C2)C=2C=NN(C2)C